[C@@H]12CNC[C@@H](CC1)C2C2=C1CNC(C1=C(C(=C2)F)F)=O 4-((1R,5S,8r)-3-Azabicyclo[3.2.1]octane-8-yl)-6,7-difluoro-1-oxoisoindoline